BrC1=CC=CC=2OC(OC21)(F)F 4-bromo-2,2-difluoro-1,3-benzodioxol